4-(((tert-butyldimethylsilyl)oxy)methyl)-2,2-dimethyltetrahydrofuro[3,4-d][1,3]dioxole-4-carbonitrile [Si](C)(C)(C(C)(C)C)OCC1(OCC2OC(OC21)(C)C)C#N